C(#N)C1=NC2=CC(=CC(=C2N=C1N1CC2=CC=C(C=C2CC1)F)C(C)NC1=C(C(=O)O)C=CC=C1)C 2-((1-(2-cyano-3-(6-fluoro-3,4-dihydroisoquinolin-2(1H)-yl)-7-methylquinoxalin-5-yl)ethyl)amino)benzoic acid